C1(=CC=CC2=CC=CC=C12)NC(=O)C1=CC=C(CN2C[C@H](CCC2)C(=O)NCCCCNC=2C3=CC=CC=C3N=C3CCCCC23)C=C1 (S)-1-(4-(naphthalen-1-ylcarbamoyl)benzyl)-N-(4-((1,2,3,4-tetrahydroacridin-9-yl)amino)butyl)piperidine-3-carboxamide